5-Amino-3-[4-[[(2-methoxybenzoyl)amino]methyl]phenyl]-1-methylpyrazole-4-carboxamide NC1=C(C(=NN1C)C1=CC=C(C=C1)CNC(C1=C(C=CC=C1)OC)=O)C(=O)N